3-amino-1-phenyl-2,3-dihydroquinolin NC1CN(C2=CC=CC=C2C1)C1=CC=CC=C1